ClC=1C=C(OCC(=O)OC)C=C(C1CC1=CC(=C(C=C1)O)C(C)C)C methyl 2-(3-chloro-4-(4-hydroxy-3-isopropylbenzyl)-5-methylphenoxy)acetate